3-oxo-8-thioxo-12,15-dioxa-4,7,9-triazaoctadecan-18-oic acid O=C(CC)NCCNC(NCCOCCOCCC(=O)O)=S